N1=CC=CC2=CC=CC(=C12)OCC(=O)O 8-quinolineoxyacetic acid